C(C1=CC=CC=C1)N1C([C@H](NC2=CC=CC=C12)C)=O (R)-1-benzyl-3-methyl-3,4-dihydro-1H-2-quinoxalinone